ClC1=CC=C(C=C1)C=1C=C(C(N(N1)C=1C=NN(C1)C)=O)C(=O)N1[C@H](COCC1)C (S)-6-(4-chlorophenyl)-2-(1-methyl-1H-pyrazol-4-yl)-4-(3-methylmorpholine-4-carbonyl)pyridazin-3(2H)-one